5-(6-hydroxy-2-(isopentylamino)quinolin-7-yl)-4-methyl-1,2,5-thiadiazolidin-3-one 1,1-dioxide OC=1C=C2C=CC(=NC2=CC1N1C(C(NS1(=O)=O)=O)C)NCCC(C)C